(4-cyclopropylpiperazin-1-yl)-[4-[[3-(3-fluoro-4-methoxyphenyl)imidazo[1,2-a]pyrazin-8-yl]amino]-2-methylphenyl]methanone C1(CC1)N1CCN(CC1)C(=O)C1=C(C=C(C=C1)NC=1C=2N(C=CN1)C(=CN2)C2=CC(=C(C=C2)OC)F)C